C(C)(C)(C)C1=CC(=NN1[C@@H]1C[C@H](C1)O)NC=1N(C=2C(=NC=C(C2C#N)OC=2C=NN3C2C=NC=C3)N1)C trans-2-((5-(tert-butyl)-1-(3-hydroxycyclobutyl)-1H-pyrazol-3-yl)amino)-1-methyl-6-(pyrazolo[1,5-a]pyrazin-3-yloxy)-1H-imidazo[4,5-b]pyridine-7-carbonitrile